2-hydroxy-5-[1-hydroxy-2-(4-phenylbutan-2-ylamino)ethyl]benzamide OC1=C(C(=O)N)C=C(C=C1)C(CNC(C)CCC1=CC=CC=C1)O